F[C@@H]1[C@H](CNCC1)NC1=CC=CC(=N1)C1=CN=C2N1C=CC(=C2)C(=O)NC 3-(6-(((3S,4S)-4-fluoropiperidin-3-yl)amino)pyridin-2-yl)-N-methylimidazo[1,2-a]pyridine-7-carboxamide